FC1=CC=C(CCNC(=O)C2N(CCNC2)C(CCCCCCC)=O)C=C1 N-(4-fluorophenethyl)-1-octanoylpiperazine-2-carboxamide